2-amino-1-(4-bromophenyl)ethan NCCC1=CC=C(C=C1)Br